N1=CC(=CC=C1)C1N=CC=CN1C1=CC=CC=C1 (3-pyridyl)-3-phenylpyrimidine